bis(1,3-dimethylbutyl)-p-phenylenediamine CC(CC(C)C)NC1=CC=C(C=C1)NC(CC(C)C)C